FC(C1=CC=C2C(=CNC2=C1)C=O)(F)F 6-(TRIFLUOROMETHYL)INDOLE-3-CARBOXALDEHYDE